methyl-2,2'-hexadecanediamidodiacetate COC(CNC(CCCCCCCCCCCCCCC(=O)NCC(=O)[O-])=O)=O